CC(=O)N[C@@H]1[C@H](C[C@@](O[C@H]1[C@@H]([C@@H](CO)O)O)(C(=O)O)O[C@@H]2[C@H]([C@@H](O[C@@H]([C@@H]2O[C@H]3[C@@H]([C@H]([C@H]([C@H](O3)CO)O)O)NC(=O)C)CO)O[C@@H]4[C@H](O[C@H]([C@@H]([C@H]4O)NC(=O)C)O[C@@H]5[C@H]([C@H](O[C@@H]([C@@H]5O)CO)O)NC(=O)C)CO)O)O The molecule is a branched amino pentasaccharide consisting of beta-galactosyl-(1->4)-N-acetyl-beta-D-glucosaminyl-(1->3)-N-acetyl-alpha-D-galactosamine in which the galactosyl residue at the non-reducing end has alpha-sialyl and N-acetyl-beta-D-glucosaminyl residues attached via glycosidic linkages at positions 3 and 4 respectively. It is an amino pentasaccharide, a glucosamine oligosaccharide and a galactosamine oligosaccharide.